C(C)N1C2=CC=C(C=C2C=2C=C(C=CC12)CCCCCCCCC)C(C1=CC=CC=C1)=O 1-[9-ethyl-6-benzoyl-9H-carbazol-3-yl]nonane